N[C@H](C(=O)O)CC1=CC=C(C=C1)C (2S)-2-amino-3-(p-tolyl)propanoic acid